(S)-(4-((5-chloro-4-(1-isopropyl-1H-pyrazol-4-yl)pyrimidin-2-yl)amino)-3-methoxyphenyl)(2-(hydroxymethyl)pyrrolidin-1-yl)methanone ClC=1C(=NC(=NC1)NC1=C(C=C(C=C1)C(=O)N1[C@@H](CCC1)CO)OC)C=1C=NN(C1)C(C)C